N-(4-isopropylcyclohexyl)-3,5-bis-[4-t-butylcyclohexylcarbonylamino]-benzamide C(C)(C)C1CCC(CC1)NC(C1=CC(=CC(=C1)NC(=O)C1CCC(CC1)C(C)(C)C)NC(=O)C1CCC(CC1)C(C)(C)C)=O